C(C)(C)(C)[S@](=O)C1C2=CC=CC(=C2CC12CC(N(CC2)C(=O)OC(C)(C)C)=N)F tert-butyl (1Z)-1-[(R)-tert-butylsulfinyl]-imino-4-fluoro-spiro[indane-2,4'-piperidine]-1'-carboxylate